C(C)(C)(C)OC(=O)NC1=C(C(=NC(=C1)Cl)OC)/C=C/C(=O)OCC ethyl (E)-3-(4-((tert-butoxycarbonyl)amino)-6-chloro-2-methoxypyridin-3-yl)acrylate